2-(2-((3,6-difluoropyridin-2-yl)amino)pyridin-3-yl)-5-fluoro-6-(5-methyl-1H-indazol-4-yl)pyrimidine-4-carboxamide FC=1C(=NC(=CC1)F)NC1=NC=CC=C1C1=NC(=C(C(=N1)C(=O)N)F)C1=C2C=NNC2=CC=C1C